C(C1=CC=CC=C1)C(C(=O)C1=CC(=C(C=C1)OC)OC)(CC)N(C)C 2-benzyl-2-dimethylamino-1-(3,4-dimethoxyphenyl)-1-butanone